1,2,3,10-decanetetrol [(2R,3S,5R)-2-(chloromethyl)-5-(5-fluoro-2,4-dioxo-3H-pyrimidin-1-yl)-3-[(2-methylpropanoyl)oxy]oxolan-2-yl]methyl-2-methylpropanoate ClC[C@@]1(O[C@H](C[C@@H]1OC(C(C)C)=O)N1C(NC(C(=C1)F)=O)=O)CC(C(=O)O)(C)C.C(C(C(CCCCCCCO)O)O)O